C(C)N1CC(C1)C1=CC(=C(C=C1)N1C(=NC(=C1)C1=NC(=NC=C1C(F)(F)F)NC1CCN(CC1)S(=O)(=O)C)C)F (1-(4-(1-ethylazetidin-3-yl)-2-fluorophenyl)-2-methyl-1H-imidazol-4-yl)-N-(1-(methylsulfonyl)piperidin-4-yl)-5-(trifluoromethyl)pyrimidin-2-amine